C(C1CO1)OC1(CC=C(C=C1)C1=CC=CC=C1)OCC1CO1 4,4-diglycidyl-oxybiphenyl